2-(5-amino-2-(furan-2-yl)-8H-pyrazolo[4,3-e][1,2,4]triazolo[1,5-c]pyrimidin-8-yl)-1-(4-(4-(2-methoxyethoxy)phenyl)piperazin-1-yl)-2-phenylpropan-1-one NC1=NC=2C(C=3N1N=C(N3)C=3OC=CC3)=CN(N2)C(C(=O)N2CCN(CC2)C2=CC=C(C=C2)OCCOC)(C)C2=CC=CC=C2